BrC1=CC=C(C=C1)N1N=C(C(=C1)C(=O)C1=CC=CC=C1)C(=O)C1=CC=CC=C1 (1-(4-bromophenyl)-1H-pyrazole-3,4-diyl)bis(phenylmethanone)